tert-butyl 4-(benzyloxy)-3-(((S)-1-(4-fluorophenyl)-1,2,3,4-tetrahydroisoquinoline-2-carbothioamido)methyl)-3-((trimethylsilyl)oxy)pyrrolidine-1-carboxylate C(C1=CC=CC=C1)OC1C(CN(C1)C(=O)OC(C)(C)C)(O[Si](C)(C)C)CNC(=S)N1[C@H](C2=CC=CC=C2CC1)C1=CC=C(C=C1)F